tert-butyl (R)-(cyclobutylmethyl)(1-(1-((1-(5-methoxypyridin-3-yl)-1H-pyrazol-4-yl)methyl)-2-oxo-1,2-dihydropyridin-4-yl)piperidin-3-yl)carbamate C1(CCC1)CN(C(OC(C)(C)C)=O)[C@H]1CN(CCC1)C1=CC(N(C=C1)CC=1C=NN(C1)C=1C=NC=C(C1)OC)=O